(2r,7r)-2,7-octanediol C[C@H](CCCC[C@@H](C)O)O